ClC1=C2C(=NC=C1C1=CC(CC1)=O)N(C=C2)COCC[Si](C)(C)C 3-(4-chloro-1-((2-(trimethylsilyl)ethoxy)methyl)-1H-pyrrolo[2,3-b]pyridin-5-yl)cyclopent-2-en-1-one